FC1CNC2(CCC2)C1 (7ξ)-7-fluoro-5-azaspiro[3.4]octane